4-(4-benzoylphenylthio)phenyldiphenyl-sulfonium C(C1=CC=CC=C1)(=O)C1=CC=C(C=C1)SC1=CC=C(C=C1)[S+](C1=CC=CC=C1)C1=CC=CC=C1